Indium-Gallium-Zinc-Tin-Oxide [Sn]=O.[Zn].[Ga].[In]